(2R,4S)-N-((S)-1-(((6-amino-2-methylpyridin-3-yl)methyl)amino)-1-oxopropan-2-yl)-4-(3,5-dimethylbenzyl)pyrrolidine-2-carboxamide dihydrochloride Cl.Cl.NC1=CC=C(C(=N1)C)CNC([C@H](C)NC(=O)[C@@H]1NC[C@H](C1)CC1=CC(=CC(=C1)C)C)=O